(E)-2-(4-Methyl-3-pentenyl)-butenedial CC(=CCC/C(/C=O)=C\C=O)C